2-((4-morpholinylphenyl)amino)thiazole-4-carboxamide N1(CCOCC1)C1=CC=C(C=C1)NC=1SC=C(N1)C(=O)N